N-((5-(4-((tert-butyldimethylsilyl)oxy)butyl)-2-isopropylpyridin-3-yl)carbamoyl)-2,6-dichloro-5-fluoronicotinamide [Si](C)(C)(C(C)(C)C)OCCCCC=1C=C(C(=NC1)C(C)C)NC(=O)NC(C1=C(N=C(C(=C1)F)Cl)Cl)=O